1-(4-(4-(5-(2,5-dichlorophenyl)-4,5-dihydroisoxazol-3-yl)thiazol-2-yl)piperidin-1-yl)-2-((5-(trifluoromethyl)pyrimidin-2-yl)oxy)ethan-1-one ClC1=C(C=C(C=C1)Cl)C1CC(=NO1)C=1N=C(SC1)C1CCN(CC1)C(COC1=NC=C(C=N1)C(F)(F)F)=O